N-(1-(4-fluoro-4-methylcyclohexyl)-2-((4-((S)-2-methoxy-1-((S)-2-oxo-4-(trifluoromethyl)imidazolidin-1-yl)ethyl)pyridin-2-yl)amino)-2-oxoethyl)-4-methyl-1,2,5-oxadiazole-3-carboxamide FC1(CCC(CC1)C(C(=O)NC1=NC=CC(=C1)[C@@H](COC)N1C(N[C@@H](C1)C(F)(F)F)=O)NC(=O)C1=NON=C1C)C